(±)-trans-N-(8-(diphenylmethyleneamino)-6-(4-methoxypyridin-3-yl)isoquinolin-3-yl)-2-fluorocyclopropanecarboxamide C1(=CC=CC=C1)C(C1=CC=CC=C1)=NC=1C=C(C=C2C=C(N=CC12)NC(=O)[C@H]1[C@@H](C1)F)C=1C=NC=CC1OC |r|